CC=1C=C(C=C2CN(C(C12)=O)C1C(NC(CC1)=O)=O)C1=NC=CC=C1 3-(7-Methyl-1-oxo-5-(pyridin-2-yl)isoindolin-2-yl)piperidine-2,6-dione